(3R)-4,4,4-trifluoro-3-[(pyridin-2-yl)amino]-butanoic acid FC([C@@H](CC(=O)O)NC1=NC=CC=C1)(F)F